3-methyl-2-[2-[(3R)-3-methyl-1,1-dioxo-thiolan-3-yl]pyrazolo[3,4-b]pyrazin-6-yl]-5-(trifluoromethyl)phenol CC=1C(=C(C=C(C1)C(F)(F)F)O)C=1C=NC=2C(N1)=NN(C2)[C@]2(CS(CC2)(=O)=O)C